trans-p-(methoxycarbonyl)-β-nitrostyrene COC(=O)C1=CC=C(/C=C/[N+](=O)[O-])C=C1